5-chloro-2-(difluoromethyl)-N-((1r,4r)-4-((3-(6-((2,2-difluoropropyl)amino)pyridin-3-yl)-2-oxo-2,3-dihydro-1H-benzo[d]imidazol-1-yl)methyl)cyclohexyl)nicotinamide ClC=1C=NC(=C(C(=O)NC2CCC(CC2)CN2C(N(C3=C2C=CC=C3)C=3C=NC(=CC3)NCC(C)(F)F)=O)C1)C(F)F